C(CCCCCC)C1=CC=C(C=C1)C1=CC=CC=C1 4-heptyl-[1,1-biphenyl]